ethyl 1-(1-(4-methoxy-6-((1R,5S)-2-oxo-3-azabicyclo[3.1.0]hexan-3-yl)pyridin-3-yl)ethyl)-1H-pyrazole-4-carboxylate COC1=C(C=NC(=C1)N1C([C@@H]2C[C@@H]2C1)=O)C(C)N1N=CC(=C1)C(=O)OCC